ClC1=C(C=C(OCC(=O)NC23CC(C2)(C3)C(=O)NCC3=NC=CN=C3)C=C1)F 3-[2-(4-chloro-3-fluorophenoxy)acetamido]-N-[(pyrazin-2-yl)methyl]bicyclo[1.1.1]pentane-1-carboxamide